O=C1NC(CCC1N1C(C2=CC=C(C=C2C1=O)OCCCOCCOC1=CC=C(C=C1)\C(=C(\CC)/C1=CC=CC=C1)\C1=CC=C(C=C1)O)=O)=O (Z)-2-(2,6-Dioxopiperidin-3-yl)-5-(3-(2-(4-(1-(4-hydroxyphenyl)-2-phenylbut-1-en-1-yl)phenoxy)ethoxy)propoxy)isoindolin-1,3-dion